(R)-2-fluoro-N-(3-methylthieno[3,2-c]pyridin-4-yl)-N-(piperidin-3-yl)-4-(pyrimidin-2-ylamino)benzamide FC1=C(C(=O)N([C@H]2CNCCC2)C2=NC=CC3=C2C(=CS3)C)C=CC(=C1)NC1=NC=CC=N1